(S)-5-(4-(3-cyclopropylmorpholino)-2-(1-(2-hydroxy-2-methylpropyl)-1H-pyrazol-4-yl)quinazolin-6-yl)-1,3-dimethylpyridin-2(1H)-one C1(CC1)[C@H]1COCCN1C1=NC(=NC2=CC=C(C=C12)C=1C=C(C(N(C1)C)=O)C)C=1C=NN(C1)CC(C)(C)O